2-fluoro-5-(1-methyl-1H-pyrazol-4-yl)benzoic acid FC1=C(C(=O)O)C=C(C=C1)C=1C=NN(C1)C